[C@H]12CN(C[C@H](CC1)O2)C=2C1=C(N=C(N2)N2CC3CCC(C2)N3C)C(=C(N=C1)C1=CC(NC3=CC=C(C(=C13)C#C)F)=O)F 4-(4-((1R,5S)-8-oxa-3-azabicyclo[3.2.1]octan-3-yl)-8-fluoro-2-(8-methyl-3,8-diazabicyclo[3.2.1]octan-3-yl)pyrido[4,3-d]pyrimidin-7-yl)-5-ethynyl-6-fluoroquinolin-2(1H)-one